Helium silver Lithium oxide [O-2].[Li+].[Ag+].[He]